OCCOCCN1N=NC(=C1)C(=O)NCCO 1-(2-(2-hydroxyethoxy)Ethyl)-N-(2-hydroxyethyl)-1H-1,2,3-triazole-4-carboxamide